N1C=C(C2=CC=CC=C12)CCN1CCC(CC1)(COC)N(C(=O)C=1OC=CC1)C1=CC=CC=C1 N-(1-(2-(1H-indol-3-yl)ethyl)-4-(methoxymethyl)piperidin-4-yl)-N-phenylfuran-2-carboxamide